IC1=NNC2=C(N=C(C=C21)C(F)(F)F)C(C)O 1-(3-iodo-5-(trifluoromethyl)-1H-pyrazolo[3,4-c]pyridin-7-yl)ethan-1-ol